C(C)(=O)[O-].C(C)(C)[Bi+]C(C)C Di-isopropylbismuth Acetate